C(C)(=O)OC1=CC=C(C(=O)C(C(=O)OC)C(C)=NC)C=C1 methyl 2-(4-acetoxybenzoyl)-3-(methylimino)butanoate